N-(1-hydroxy-2-methylpropan-2-yl)-2-methyl-5-[(1-methyl-1H-pyrazol-5-yl)methoxy]-2H-indazole-3-carboxamide OCC(C)(C)NC(=O)C=1N(N=C2C=CC(=CC12)OCC1=CC=NN1C)C